4-ethyl-1-cyclopenten C(C)C1CC=CC1